N-[2-methoxy-7-(4-methoxypyridin-2-yl)naphthalen-1-yl]prop-2-enamide COC1=C(C2=CC(=CC=C2C=C1)C1=NC=CC(=C1)OC)NC(C=C)=O